BrC1=CC=C(C=N1)C1=C(N=C2C(=N1)OC1=C2C=CC=C1)C1=CC=2N(C3=CC=CC=C3C2C=C1)C1=CC=CC=C1 3-(6-bromopyridin-3-yl)-2-(9-phenyl-9H-carbazol-2-yl)benzofuro[2,3-b]Pyrazine